N-(5-(difluoro-methyl)-2-(3-(5-isoprop-oxypyridin-2-yl)-1,2,4-thiadiazol-5-ylamino)pyridin-3-yl)-N-methylacetamide FC(C=1C=C(C(=NC1)NC1=NC(=NS1)C1=NC=C(C=C1)OC(C)C)N(C(C)=O)C)F